FC1(CCN(CC1)C(CN1N=CC2=NC=C(C=C21)C2=CC(=CC=C2)C(F)(F)F)=O)F 1-(4,4-Difluoro-1-piperidyl)-2-[6-[3-(trifluoromethyl)phenyl]pyrazolo[4,3-b]pyridin-1-yl]ethanone